N-(2,2-difluoroethyl)-2-methoxybenzamide FC(CNC(C1=C(C=CC=C1)OC)=O)F